2-[3-({4-[(3S)-2-azabicyclo[2.2.2]octane-3-carbonyl]piperazin-1-yl}methyl)-1H-pyrrolo[2,3-c]pyridin-1-yl]-5-fluoro-N-methyl-N-(propan-2-yl)benzamide C12N[C@@H](C(CC1)CC2)C(=O)N2CCN(CC2)CC2=CN(C1=CN=CC=C12)C1=C(C(=O)N(C(C)C)C)C=C(C=C1)F